4-(4-[(7H-pyrrolo[2,3-d]pyrimidin-4-yl)amino]phenoxy)-1-butanol N1=CN=C(C2=C1NC=C2)NC2=CC=C(OCCCCO)C=C2